2,3-dibromophenylhydrazine BrC1=C(C=CC=C1Br)NN